CC1(NC=CC=C1)C(C(CC(=O)[O-])(O)C(=O)[O-])C(=O)[O-] 2-methylpyridinecitrate